(1R,2S,4S,5R)-2-(hydroxymethyl)-2-(methoxymethyl)-4,5-dimethylquinuclidin-3-one OC[C@]1(N2C[C@@H]([C@@](C1=O)(CC2)C)C)COC